ClC=1C=NN2C1C(=CC(=C2)B2OC(C(O2)(C)C)(C)C)OC 3-Chloro-4-methoxy-6-(4,4,5,5-tetramethyl-1,3,2-dioxaborolan-2-yl)pyrazolo[1,5-a]pyridine